Trifluoromethanesulfonylamide dipotassium salt [K+].[K+].FC(S(=O)(=O)[NH-])(F)F.FC(S(=O)(=O)[NH-])(F)F